3-(3,4-Dimethoxyphenyl)-5-(1-(2,6-dimethylpyridin-4-yl)piperidin-4-yl)-2-methyl-1H-pyrrolo[2,3-c]pyridine COC=1C=C(C=CC1OC)C1=C(NC2=CN=C(C=C21)C2CCN(CC2)C2=CC(=NC(=C2)C)C)C